COP(=O)(OC)C(C(=O)OC)NC(C)=O methyl 2-(dimethoxyphosphoryl)-2-acetamidoacetate